N-(4-(1H-imidazol-1-yl)phenyl)-4-((8-methyl-2,3-dihydro-1H-pyrido[2,3-b][1,4]oxazin-7-yl)amino)-2-oxo-1,2-dihydropyridine-3-carboxamide N1(C=NC=C1)C1=CC=C(C=C1)NC(=O)C=1C(NC=CC1NC1=C(C2=C(OCCN2)N=C1)C)=O